4-[3-[[(3R)-4,4-difluoropiperidin-3-yl]methylamino]-5-(4-methylphenyl)pyrazol-1-yl]benzonitrile FC1([C@H](CNCC1)CNC1=NN(C(=C1)C1=CC=C(C=C1)C)C1=CC=C(C#N)C=C1)F